OC1=CC=C(C=C1)C1(C(CCCC1)OC(CCCC)=O)C1=CC=C(C=C1)O.CC1=NOC(=N1)N1C2CC(C(C1)CC2)N2CCC(CC2)C(=O)NC2(CCC2)C 1-(2-(3-methyl-1,2,4-oxadiazol-5-yl)-2-azabicyclo[2.2.2]oct-5-yl)-N-(1-methylcyclobutyl)piperidine-4-carboxamide 2,2-bis(4-hydroxyphenyl)cyclohexyl-pentanoate